3-(4-(1-(piperidin-4-yl)-1H-pyrazol-4-yl)-1H-indazol-1-yl)piperidine-2,6-dione N1CCC(CC1)N1N=CC(=C1)C1=C2C=NN(C2=CC=C1)C1C(NC(CC1)=O)=O